BrC1=C(C=CC=C1)NC(N[C@@H](CC1=CC=CC=C1)C=1OC(=C(N1)C(=O)OC)C1=CNC2=CC=CC=C12)=S (S)-methyl 2-(1-(3-(2-bromophenyl) thioureido)-2-phenylethyl)-5-(1H-indol-3-yl)-oxazole-4-carboxylate